benzofuran-4-boronic acid pinacol ester O1C=CC=2C1=CC=CC2B2OC(C)(C)C(C)(C)O2